N-(2-fluorophenyl)propanamide FC1=C(C=CC=C1)NC(CC)=O